[Na+].C(C=C)(=O)NC(C)(C)S(=O)(=O)[O-] 2-acrylamido-2-propanesulfonic acid sodium salt